O=C1[C@@H](CCCO1)C1CCCCC1 (1S,5R)-2-keto-3-oxabicyclohexane